(((E)-5-carboxy-3,3-dimethyl-1-octylindolin-2-ylidene)methyl)-3-(1-cyano-2-ethoxy-2-oxoethylidene)cyclobut-1-en-1-olate C(=O)(O)C=1C=C2C(/C(/N(C2=CC1)CCCCCCCC)=C\C1=C(CC1=C(C(=O)OCC)C#N)[O-])(C)C